3-bromomethylpyridine bromate Br(=O)(=O)O.BrCC=1C=NC=CC1